4-chloro-6-(1-methylcyclohexyl)pyrimidin-2-amine ClC1=NC(=NC(=C1)C1(CCCCC1)C)N